N-(2-((7-(2,6-dichloro-3,5-dimethoxyphenyl)-5-((2,2,2-trifluoroethyl)amino)-2,6-naphthyridin-3-yl)amino)-3-methylphenyl)acrylamide ClC1=C(C(=C(C=C1OC)OC)Cl)C1=NC(=C2C=C(N=CC2=C1)NC1=C(C=CC=C1C)NC(C=C)=O)NCC(F)(F)F